2-chloro-6-((tetrahydro-2H-pyran-4-yl)methoxy)-N-(2-(trifluoromethyl)pyridin-4-yl)pyrimidine-4-carboxamide ClC1=NC(=CC(=N1)C(=O)NC1=CC(=NC=C1)C(F)(F)F)OCC1CCOCC1